C1(CCC1)CN1C2=CC=C(C=C2SC=2C=CC(=CC12)C(=O)NCC1=CC=C(C=C1)S(=O)(=O)CC)OCC 10-(Cyclobutylmethyl)-7-ethoxy-N-(4-(ethylsulfonyl)benzyl)-phenothiazine-2-carboxamide